C1(CC1)CC(=O)NC1=CC(=C(N=N1)C(=O)NC([2H])([2H])[2H])NC1=NC=CC(=C1OC)C1=NOC(=N1)C 6-(2-cyclopropylacetamido)-4-{[3-methoxy-4-(5-methyl-1,2,4-oxadiazol-3-yl)pyridin-2-yl]amino}-N-(2H3)methylpyridazine-3-carboxamide